tert-butyl 5-((1s,2s)-2-(hydroxymethyl) cyclopropyl)-2-methylpentanoate OC[C@@H]1[C@H](C1)CCCC(C(=O)OC(C)(C)C)C